1-(3-(4-amino-1-isopropyl-1H-pyrazolo[4,3-c]pyridin-3-yl)-5-cyclopropylisoxazol-4-yl)azetidin-2-one NC1=NC=CC2=C1C(=NN2C(C)C)C2=NOC(=C2N2C(CC2)=O)C2CC2